O1S(N(CCC1)C(=O)OC(C)(C)C)=O tert-butyl 1,2,3-oxathiazinane-3-carboxylate 2-oxide